N-(2-(1-(2-(2,6-dioxopiperidin-3-yl)benzyl)piperidin-4-yl)-6-(2-hydroxypropan-2-yl)-2H-indazol-5-yl)-6-(trifluoromethyl)nicotinamide O=C1NC(CCC1C1=C(CN2CCC(CC2)N2N=C3C=C(C(=CC3=C2)NC(C2=CN=C(C=C2)C(F)(F)F)=O)C(C)(C)O)C=CC=C1)=O